O[C@H]1[C@@H]([C@@H]2[C@@H](OC[C@H](CC2)C/C=C/C(=O)O)C1)\C=C\[C@H](COC1=CC=CC=C1)O (2E)-4-{(3R,5aR,6R,7R,8aS)-7-hydroxy-6-[(E,3R)-3-hydroxy-4-phenoxy-1-buten-1-yl]octahydro-2H-cyclopenta[b]oxepin-3-yl}-2-butenoic acid